6-(cyclopropylmethyl)-5-(7-fluoroquinolin-8-yl)pyridin-2-amine C1(CC1)CC1=C(C=CC(=N1)N)C=1C(=CC=C2C=CC=NC12)F